(R)-2-((1-carboxy-2-(1-methyl-1H-indol-3-yl)ethyl)amino)-2-oxoethan-1-aminium dihydrogen phosphate P(=O)(O)(O)[O-].C(=O)(O)[C@@H](CC1=CN(C2=CC=CC=C12)C)NC(C[NH3+])=O